trimethyl-(2-hydroxyethyl)ammonium methanesulfonate CS(=O)(=O)[O-].C[N+](CCO)(C)C